COCCC[Si](OC)(OC)OC methoxypropyltri-methoxysilane